[4-(5-chlorooxazolo[4,5-b]pyridin-2-yl)piperazin-1-yl]-[6-[2-(2,2-dimethylpropyl)tetrazol-5-yl]-5-fluoro-3-pyridyl]methanone ClC1=CC=C2C(=N1)N=C(O2)N2CCN(CC2)C(=O)C=2C=NC(=C(C2)F)C=2N=NN(N2)CC(C)(C)C